N-2,6-xylenylmaleimide C1(=C(C=CC=C1C)C)N1C(C=CC1=O)=O